ClC1=C(C(=C(C=C1OC)OC)Cl)C1CCC=2C(=NN(C2C1)CC1=CC=C(C=C1)OC)C(=O)[O-] 6-(2,6-dichloro-3,5-dimethoxyphenyl)-1-(4-methoxybenzyl)-4,5,6,7-tetrahydro-1H-indazole-3-carboxylate